[Si](C1=CC=CC=C1)(C1=CC=CC=C1)(C(C)(C)C)OCCS(=O)(=O)CC(CCCC(C(=O)NN(C(=O)OC(C)(C)C)C)(C)C1=CC(=CC=C1)CCC(C(=O)OC)C)(C)C Tert-Butyl 2-(7-((2-((tert-butyldiphenylsilyl)oxy)ethyl)sulfonyl)-2-(3-(4-methoxy-3-methyl-4-oxobutyl)phenyl)-2,6,6-trimethylheptanoyl)-1-methylhydrazine-1-carboxylate